Methyl 2-(tert-butylamino)-4-(((1R,3R,4R)-3-hydroxy-4-methylcyclohexyl)amino)pyrimidine-5-carboxylate C(C)(C)(C)NC1=NC=C(C(=N1)N[C@H]1C[C@H]([C@@H](CC1)C)O)C(=O)OC